2-((6-(4-(2-hydroxyethyl)piperazin-1-yl)-2-methylpyrimidin-4-yl)amino)-N-(4-methylthiophen-3-yl)thiazole-5-carboxamide OCCN1CCN(CC1)C1=CC(=NC(=N1)C)NC=1SC(=CN1)C(=O)NC1=CSC=C1C